FC1=NC(=C2N=CN(C2=N1)C1OCCCCC1)NCC=C(C)C 2-fluoro-6-[(3-methylbut-2-en-1-yl)amino]-9-(oxepan-2-yl)-9H-purine